O1C=C(C=C1)C=1C=C(C=C(C1)OC)NC1=CC=NC2=CC=C(C=C12)OC(F)(F)F N-(3-(Furan-3-yl)-5-methoxyphenyl)-6-(trifluoromethoxy)quinolin-4-amine